(R)-5-fluoro-3-((1-(2-(5-fluoroisoindolin-2-yl)-3,6-dimethyl-4-oxo-3,4-dihydroquinazolin-8-yl)ethyl)amino)-N-(methylsulfonyl)picolinamide FC=1C=C(C(=NC1)C(=O)NS(=O)(=O)C)N[C@H](C)C=1C=C(C=C2C(N(C(=NC12)N1CC2=CC=C(C=C2C1)F)C)=O)C